3-(1-(2,6-dimethylbenzyl)-4-(2-hydroxypropan-2-yl)-1H-indol-6-yl)-1-methyl-1,6-dihydro-7H-pyrrolo[2,3-c]pyridin-7-one CC1=C(CN2C=CC3=C(C=C(C=C23)C2=CN(C=3C(NC=CC32)=O)C)C(C)(C)O)C(=CC=C1)C